NC=1C(=C(C(N(N1)C1=CC2=CN(N=C2C=C1)C)=O)Cl)NCC1CC1 6-amino-4-chloro-5-[(cyclopropylmethyl)amino]-2-(2-methyl-2H-indazol-5-yl)-2,3-dihydropyridazin-3-one